O[C@@H]1C[C@@H](COC1)NC1=NC(=NC=C1C(=O)N)NC1CCC(CC1)OC 4-((3S,5R)-5-hydroxytetrahydro-2H-pyran-3-ylamino)-2-((1r,4S)-4-methoxycyclohexylamino)pyrimidine-5-carboxamide